3-[3-(fluoromethyl)azetidine-1-carbonyl]-2-[4-(trifluoromethyl)pyrimidin-2-yl]-4H-pyrazolo[1,5-a]pyrimidin-7-one FCC1CN(C1)C(=O)C=1C(=NN2C1NC=CC2=O)C2=NC=CC(=N2)C(F)(F)F